5-(6-(4-cyclopropyl-4H-1,2,4-triazol-3-yl)pyridin-2-yl)-3-(tetrahydro-2H-pyran-4-yl)-4,5-dihydro-6H-thieno[2,3-c]pyrrol-6-one C1(CC1)N1C(=NN=C1)C1=CC=CC(=N1)N1C(C2=C(C1)C(=CS2)C2CCOCC2)=O